The molecule is the zwitterion resulting from the transfer of a proton from the carboxy group to the beta-amino group of 3-amino-L-alanine; major species at pH 7.3. It is a conjugate base of a 3-ammonio-L-alanine(1+). It is a tautomer of a 3-amino-L-alanine. C([C@@H](C(=O)[O-])N)[NH3+]